5-((2S)-1-benzyl-2-fluoro-4-hydroxypiperidin-4-yl)-2-(2,6-dioxopiperidin-3-yl)isoindoline-1,3-dione C(C1=CC=CC=C1)N1[C@H](CC(CC1)(O)C=1C=C2C(N(C(C2=CC1)=O)C1C(NC(CC1)=O)=O)=O)F